(S)-1-((R)-1-(4-hydroxy-3-nitrophenyl)-2-methoxyethyl)-4-(trifluoromethyl)imidazolidin-2-one OC1=C(C=C(C=C1)[C@H](COC)N1C(N[C@@H](C1)C(F)(F)F)=O)[N+](=O)[O-]